tellurium carbon 3-(3-((2-((4-methyl-5-nitrothiazol-2-yl)carbamoyl)phenyl)amino)-3-oxopropoxy)propanoic acid CC=1N=C(SC1[N+](=O)[O-])NC(=O)C1=C(C=CC=C1)NC(CCOCCC(=O)O)=O.[C].[Te]